C1(CCC1)C(CC(C)O)O 1-cyclobutyl-1,3-butanediol